FC1(CCC(CCC1)O)F 4,4-Difluorocycloheptan-1-ol